ClC=1C=C(C=NC1)C1=NC(=C2N=CN(C2=N1)[C@H]1[C@@H]([C@@H]([C@H](O1)C(=O)NC([2H])([2H])[2H])O)O)NCC1=COC=C1 (2S,3S,4R,5R)-5-(2-(5-chloropyridin-3-yl)-6-((furan-3-ylmethyl)amino)-9H-purin-9-yl)-3,4-dihydroxyl-N-(methyl-d3)tetrahydrofuran-2-carboxamide